C1=CC=CC=2C=3C=C4C(=CC3C(C12)=O)C=CC=C4 11H-benzo[b]fluorene-11-one